6-Amino-3-(4'-chloro-3-(1H-1,2,4-triazol-1-yl)-1',2'-dihydrospiro[cyclobutane-1,3'-pyrrolo[2,3-b]pyridin]-5'-yl)-2-fluoro-N,N-dimethylbenzamide NC1=CC=C(C(=C1C(=O)N(C)C)F)C=1C(=C2C(=NC1)NCC21CC(C1)N1N=CN=C1)Cl